BrC1=NC(=CC=C1NC(C)C=1C=C(C=C2C(C(=C(OC12)N1CCCCC1)C)=O)C)Cl 8-(1-((2-bromo-6-chloropyridin-3-yl)amino)ethyl)-3,6-dimethyl-2-(piperidin-1-yl)-4H-chromen-4-one